N'-(2-chloro-4-(3-((2-fluoro-3-methoxybenzyl)oxy)oxetan-3-yl)-5-methylphenyl)-N-ethyl-N-methylformimidamide ClC1=C(C=C(C(=C1)C1(COC1)OCC1=C(C(=CC=C1)OC)F)C)N=CN(C)CC